C(CCCCCCC\C=C/CCCCCCCC)C(C(=O)N)(CCCC(=O)O)CCCCCCCC\C=C/CCCCCCCC dioleylhexanedioic acid amide